C(C)(=O)N1CCC(CC1)C1=NN(C=2C=CC=C(C12)C=1C(=CC2=CN(N=C2C1)C)F)CC(=O)N(CC(=O)NCC(=O)OCC)C1CC1 ethyl N-(2-(3-(1-acetylpiperidin-4-yl)-5'-fluoro-2'-methyl-1H,2'H-[4,6'-biindazol]-1-yl)acetyl)-N-cyclopropylglycylglycinate